6-Chloro-N,N'-diethyl-1,3,5-triazine-2,4-diamine ClC1=NC(=NC(=N1)NCC)NCC